FC=1C(=NC=C(C1)F)N1C(N(C=2C=NC=3C=C(C(=CC3C21)C2=NN(N=C2)C)OC)C)=O 1-(3,5-Difluoropyridin-2-yl)-7-methoxy-3-methyl-8-(2-methyl-2H-1,2,3-triazol-4-yl)-1,3-dihydroimidazo[4,5-c]quinolin-2-one